5-cyclopropyl-N-(5-methyl-1-(tetrahydro-2H-pyran-2-yl)-1H-pyrazol-3-yl)-6-(1-methyl-1H-imidazol-4-yl)-2-(methylsulfonyl)pyrimidin-4-amine C1(CC1)C=1C(=NC(=NC1C=1N=CN(C1)C)S(=O)(=O)C)NC1=NN(C(=C1)C)C1OCCCC1